C1(CC1)NC(C1=CC(=C(C=C1)C)C=1C=NC(=C(C1)C(=O)N1CC(C1)(C)O)NC(CO)(C)C)=O N-cyclopropyl-3-(6-((1-hydroxy-2-methylpropan-2-yl)amino)-5-(3-hydroxy-3-methylazetidine-1-carbonyl)pyridin-3-yl)-4-methylbenzamide